2-(4-hydroxyphenyl)-N-(3,5-dimethylphenyl)propanamide OC1=CC=C(C=C1)C(C(=O)NC1=CC(=CC(=C1)C)C)C